OC1=C(C(=O)C2=C(C=C(C(=C2)S(=O)(=O)O)OC)O)C=C(C(=C1)OC)S(=O)(=O)O.[Na].[Na] disodium 2,2'-dihydroxy-4,4'-dimethoxy-5,5'-disulfobenzophenone